C(CCCCCC)OC=O heptylformate